3-((4-Methoxy-5-(1-methyl-1H-benzo[d][1,2,3]triazol-6-yl)pyrrolo[2,1-f][1,2,4]triazin-2-yl)amino)-N,1-dimethylcyclobutane-1-carboxamide COC1=NC(=NN2C1=C(C=C2)C=2C=CC1=C(N(N=N1)C)C2)NC2CC(C2)(C(=O)NC)C